(2S,4S)-N-((S)-1-cyano-2-((S)-2-oxopyrrolidin-3-yl)ethyl)-4-cyclohexyl-1-(4-methoxy-1H-indole-2-carbonyl)pyrrolidine-2-carboxamide C(#N)[C@H](C[C@H]1C(NCC1)=O)NC(=O)[C@H]1N(C[C@@H](C1)C1CCCCC1)C(=O)C=1NC2=CC=CC(=C2C1)OC